4,4'-[spiro(xanthen-9,9'-fluorene)-3,6-diylbis(oxycarbonyl)]diphthalic acid C1=CC=CC=2C3=CC=CC=C3C3(C12)C1=CC=C(C=C1OC=1C=C(C=CC13)OC(=O)C=1C=C(C(C(=O)O)=CC1)C(=O)O)OC(=O)C=1C=C(C(C(=O)O)=CC1)C(=O)O